COC1=C(CCN)C=C(C(=C1)SC(C)C)OC 2,5-dimethoxy-4-i-propylthiophenethylamine